C(#N)C1=CC(=C(C=C1)C1COC2=C(O1)C=CC=C2)F 2-(4-Cyano-2-fluorophenyl)-2,3-dihydrobenzo[b][1,4]dioxin